ClC1=C(C=C2C(=NNC2=C1)CCC(=O)O)C1=CC=C(C=C1)C1=C(C=CC=C1)C 3-(6-chloro-5-(2'-methyl-[1,1'-biphenyl]-4-yl)-1H-indazol-3-yl)-propanoic acid